C[C@H]1C[C@@H]([C@@H](N(C1)C(=O)OC)CO[C@@H]1CC[C@@H](CC1)C1=CC=CC=C1)C1=CC=NN1COCC[Si](C)(C)C methyl (2R,3S,5S)-5-methyl-2-((((CIS)-4-phenylcyclohexyl)oxy)methyl)-3-(1-((2-(trimethylsilyl)ethoxy)methyl)-1H-pyrazol-5-yl)piperidine-1-carboxylate